C(C(C(CC(=O)[O-])C(=O)[O-])C(=O)OCCCCCCCCCCCCC)C(=O)OC1CC(NC(C1)(C)C)(C)C 1,2,3,4-butanetetracarboxylic acid, 2,2,6,6-tetramethylpiperidin-4-yl tridecyl ester